ClC=1C=C(C(=O)N2CCC(CC2)N2CC(C2)(N2N=CC(=C2)C=2C3=C(N=CN2)NC=C3)CC#N)C=C(C1)F {1-[1-(3-chloro-5-fluorobenzoyl)piperidin-4-yl]-3-[4-(7H-pyrrolo[2,3-d]pyrimidin-4-yl)-1H-pyrazol-1-yl]azetidin-3-yl}acetonitrile